C1CCC12NC(CC2)=O 5-azaspiro[3.4]octan-6-on